Cl[P](Cl)(Cl)Cl tetrachloro-phosphorus